C1(=CC=CC=C1)[N+]#N phenyl-diazonium